FC(C(=O)O)(F)F.FC1(CNCCC1N1N=CC=C1)F 3,3-difluoro-4-(1H-pyrazol-1-yl)piperidine trifluoroacetate